(S)-2-(2,5-difluoro-4-(3-fluoro-6-hydroxypyridin-2-yl)benzyl)-4-fluoro-1-(oxetan-2-ylmethyl)-1H-benzo[d]imidazole-6-carboxylic acid ethyl ester C(C)OC(=O)C=1C=C(C2=C(N(C(=N2)CC2=C(C=C(C(=C2)F)C2=NC(=CC=C2F)O)F)C[C@H]2OCC2)C1)F